4-oxo-2-phenyl-1,4-dihydroquinoline-3-carbaldehyde O=C1C(=C(NC2=CC=CC=C12)C1=CC=CC=C1)C=O